5-(2-(2-(4-fluorophenyl)-4-isobutyryl-5-methylpiperazin-1-yl)-2-oxoacetamido)-2-methoxynicotinamide FC1=CC=C(C=C1)C1N(CC(N(C1)C(C(C)C)=O)C)C(C(=O)NC=1C=NC(=C(C(=O)N)C1)OC)=O